C1(CCCCC1)C(COC)(COC)CCC1CCCCC1 2-cyclohexyl-2-(cyclohexylethyl)-1,3-dimethoxypropane